ClC=1C2=C(N=CN1)N(C=C2)COCC[Si](C)(C)C 4-chloro-7-((2-(trimethylsilyl)ethoxy)methyl)-7H-pyrrolo[2,3-d]Pyrimidine